(R)-2-methyl-5-(pyrrol-2-yl)pyridine CC1=NC=C(C=C1)C=1NC=CC1